BENZYLAMINOETHANOL C1=CC=C(C=C1)CNCCO